FC(C1NCCCC1N=[SH2](C)C)F ((2-(difluoromethyl)piperidin-3-yl)imino)dimethyl-lambda6-sulfane